2,2,3,3-TETRAMETHYL-BUTANE CC(C)(C(C)(C)C)C